ClC1=C(C(=CC=2C(CCCC12)C=1C=C2C(=NC1)NN=C2)C(=O)O)OCCCl 4-chloro-3-(2-chloroethoxy)-8-(1H-pyrazolo[3,4-b]pyridin-5-yl)-5,6,7,8-tetrahydronaphthalene-2-carboxylic acid